COC1=NC=CC(=C1)N(C(=O)C1=CC=2N(C=C1)N=CC2C=2C=CC(=NC2)NC(OC)=O)C methyl N-[5-[5-[(2-methoxy-4-pyridyl)-methyl-carbamoyl]pyrazolo[1,5-a]pyridin-3-yl]-2-pyridyl]carbamate